(R)-1-(2-chloro-pyridin-3-yl)-ethyl (1-methyl-4-(5-(pyridin-3-ylcarbamoyl)-pyridin-2-yl)-1H-1,2,3-triazol-5-yl)carbamate CN1N=NC(=C1NC(O[C@H](C)C=1C(=NC=CC1)Cl)=O)C1=NC=C(C=C1)C(NC=1C=NC=CC1)=O